C(#N)C=1C(=NC=C(C1)B1OC(C)(C)C(C)(C)O1)N(C)C 3-cyano-2-(N,N-dimethylamino)pyridine-5-boronic acid pinacol ester